methyl 2-(methylsulfonyl)-5-vinylbenzoate CS(=O)(=O)C1=C(C(=O)OC)C=C(C=C1)C=C